fluoro-N-(3-(2-(pyridin-2-yl)vinyl)-1H-indazol-5-yl)benzenesulfonamide FC1=C(C=CC=C1)S(=O)(=O)NC=1C=C2C(=NNC2=CC1)C=CC1=NC=CC=C1